4-(7-methyl-3-phenyl-1H-pyrrolo[3,2-b]pyridin-2-yl)pyridin-3-ol CC1=C2C(=NC=C1)C(=C(N2)C2=C(C=NC=C2)O)C2=CC=CC=C2